(1'-(tert-Butoxycarbonyl)-1',2',3',6'-tetrahydro-[2,4'-bipyridine]-5-yl)-5-(2-fluoro-2,3-dihydro-1H-inden-4-yl)-6-methoxy-1H-pyrazolo[4,3-b]pyridine-1-carboxylic acid tert-butyl ester C(C)(C)(C)OC(=O)N1N=C(C2=NC(=C(C=C21)OC)C2=C1CC(CC1=CC=C2)F)C=2C=CC(=NC2)C=2CCN(CC2)C(=O)OC(C)(C)C